BrC1=C(C(=CC(=C1)OCOC)C)C#CCCO[C@H]1CN(CCCC1)C(=O)OC(C)(C)C tert-butyl (R)-3-((4-(2-bromo-4-(methoxymethoxy)-6-methylphenyl)but-3-yn-1-yl)oxy)azepane-1-carboxylate